C(C)(CC)C1=C(N)C=C(C=C1)C 2-(sec-butyl)-5-methylaniline